4-(3-(pyridin-2-yl)pyrazolo[1,5-a]pyrimidin-5-yl)piperazine-1-carboxylic acid isopropyl ester C(C)(C)OC(=O)N1CCN(CC1)C1=NC=2N(C=C1)N=CC2C2=NC=CC=C2